O=C1NC2=C(N1)C=CC=C2 (E)-2-oxo-2,3-dihydro-benzimidazole